(6-(tert-butylsulfonyl)imidazo[1,2-a]pyridin-7-yl)methanol C(C)(C)(C)S(=O)(=O)C=1C(=CC=2N(C1)C=CN2)CO